2,6-bis(2,4-diethyloxyphenyl)-4-(4-(2,4,6-trimethylphenyl)aminophenyl)pyridine C(C)OC1=C(C=CC(=C1)OCC)C1=NC(=CC(=C1)C1=CC=C(C=C1)NC1=C(C=C(C=C1C)C)C)C1=C(C=C(C=C1)OCC)OCC